C1NCC2=C(C=CC=C12)N1C[C@H]2N([C@@H](CN(C2)C2=C3C=CC=NC3=C(C=C2)C#N)C)CC1 5-[cis-8-isoindolin-4-yl-4-methyl-3,4,6,7,9,9a-hexahydro-1H-pyrazino[1,2-a]pyrazin-2-yl]quinoline-8-carbonitrile